FC1(CCN(CC1)C1=C(C(=O)OC)C(=C(C=N1)[N+](=O)[O-])C)F methyl 2-(4,4-difluoropiperidin-1-yl)-4-methyl-5-nitronicotinate